(3R)-N-[4-(3-cyanophenyl)-5-[2-(hydroxymethyl)-6-methyl-4-pyridinyl]thiazol-2-yl]-3-(1-hydroxy-1-methyl-ethyl)pyrrolidine-1-carboxamide C(#N)C=1C=C(C=CC1)C=1N=C(SC1C1=CC(=NC(=C1)C)CO)NC(=O)N1C[C@@H](CC1)C(C)(C)O